7-chloro-3-(2,6-dichloro-3,5-dimethoxyphenyl)-1H-pyrano[4,3-c]pyridin-1-one ClC1=CC2=C(C=N1)C=C(OC2=O)C2=C(C(=CC(=C2Cl)OC)OC)Cl